OC1CCN(CC1)C1=CC=CC(=N1)NC=1C=CC(=C2CNC(C12)=O)C1=C2C(=NC=C1)N(C=C2)C 7-[[6-(4-hydroxy-1-piperidyl)-2-pyridyl]amino]-4-(1-methylpyrrolo[2,3-b]pyridin-4-yl)isoindolin-1-one